N-(2-(7-fluoro-1H-indol-3-yl)ethyl)-N-propyl-propan-1-amine FC=1C=CC=C2C(=CNC12)CCN(CCC)CCC